3-((3-fluoro-4-(5-(trifluoromethyl)-1,2,4-oxadiazol-3-yl)benzyl)amino)-4-(pyrimidin-5-ylamino)cyclobut-3-ene-1,2-dione FC=1C=C(CNC=2C(C(C2NC=2C=NC=NC2)=O)=O)C=CC1C1=NOC(=N1)C(F)(F)F